1-(1,10-phenanthrolin-2-yl)ethanone cerium tetradecenoate C(C=CCCCCCCCCCCC)(=O)[O-].[Ce+3].N1=C(C=CC2=CC=C3C=CC=NC3=C12)C(C)=O.C(C=CCCCCCCCCCCC)(=O)[O-].C(C=CCCCCCCCCCCC)(=O)[O-]